C1(=CC=CC=C1)C1=NC(=NC(=N1)C1=CC=CC=C1)N1C2=CC=CC=C2C=2C=C(C=CC12)C=1C=CC=2N(C3=CC=CC=C3C2C1)C1=CC=CC=C1 9-(4,6-diphenyl-1,3,5-triazin-2-yl)-9'-phenyl-3,3'-bi-9H-carbazole